FC1=CC=C(C=C1)C=1SC(=CN1)S(=O)(=O)Cl 2-(4-fluorophenyl)-1,3-thiazole-5-sulfonyl chloride